ClC=1C(=C(C=CC1)NN1C(=CC=2C(NCCC21)=O)C2=C(C=NC=C2)C#CC2(CC2)C(F)(F)F)OC [(3-chloro-2-methoxyphenyl)amino]-2-(3-[2-[1-(trifluoromethyl)cyclopropyl]ethynyl]pyridin-4-yl)-1H,5H,6H,7H-pyrrolo[3,2-c]pyridin-4-one